4-amino-N-(3-methoxypyrazin-2-yl)benzenesulfonamide NC1=CC=C(C=C1)S(=O)(=O)NC1=NC=CN=C1OC